methyl 1-(2-tert-butoxy-2-oxoethyl)-3-iodo-1H-indazole-4-carboxylate C(C)(C)(C)OC(CN1N=C(C=2C(=CC=CC12)C(=O)OC)I)=O